(E)-5,5-difluoro-1-styryl-3-(trifluoromethyl)-1,5,6,7-tetrahydro-4H-indol-4-one FC1(C(C=2C(=CN(C2CC1)\C=C\C1=CC=CC=C1)C(F)(F)F)=O)F